fluoro-3-(trifluoromethyl)benzoic acid FC1=C(C(=O)O)C=CC=C1C(F)(F)F